benzpyrylium [O+]1=CC=CC2=C1C=CC=C2